FC1=C2C=CC=NC2=CC=C1NC1=NC=NC2=CC(=CC(=C12)OC1CCN(CC1)C)B1OC(C(O1)(C)C)(C)C N-(5-fluoroquinolin-6-yl)-5-((1-methylpiperidin-4-yl)oxy)-7-(4,4,5,5-tetramethyl-1,3,2-dioxaborolan-2-yl)quinazolin-4-amine